1-methyl-6-[1-(2,2,3,3,3-pentafluoropropyl)-1H-pyrazol-4-yl]-5-(trifluoromethyl)-1H,7H-pyrazolo[1,5-a]pyrimidin-7-one CN1C=CC=2N1C(C(=C(N2)C(F)(F)F)C=2C=NN(C2)CC(C(F)(F)F)(F)F)=O